ClC1=NN=C(C2=CC=CC=C12)CC1=CC(=NC=C1)C 1-chloro-4-((2-methylpyridin-4-yl)methyl)phthalazine